N-(trans-3-(4-methylpiperazin-1-yl)cyclobutyl)-5-(quinoxalin-6-yl)pyrrolo[2,1-f][1,2,4]triazin-2-amine CN1CCN(CC1)[C@@H]1C[C@H](C1)NC1=NN2C(C=N1)=C(C=C2)C=2C=C1N=CC=NC1=CC2